FC=1C=C(C=C(C1)F)[C@@H]1N(OCC1)C1=CC(=NC=N1)NC=1C(=CC(=C(C1)NC(C=C)=O)N1[C@H](CN(CC1)C)C)OC N-(5-((6-((R)-3-(3,5-difluorophenyl)-isoxazolidine-2-yl)pyrimidine-4-yl)amino)-2-((S)-2,4-dimethylpiperazine-1-yl)-4-methoxyphenyl)acrylamide